4-[1-(6,7-dihydro-5H-cyclopenta[d]pyrimidin-2-yl)-4-fluoro-piperidine-4-carbonyl]-3,5-dihydro-2H-pyrido[3,4-f][1,4]oxazepine-9-carbonitrile N1=C(N=CC2=C1CCC2)N2CCC(CC2)(C(=O)N2CCOC1=C(C2)C=NC=C1C#N)F